dipyridine 3,7-dibromonaphthalene-1,5-disulfonate BrC=1C=C(C=2C=C(C=C(C2C1)S(=O)(=O)O)Br)S(=O)(=O)O.N1=CC=CC=C1.N1=CC=CC=C1